4-[(4-aminobutyl)amino]-2-(2,6-dioxopiperidin-3-yl)isoindole-1,3-dione NCCCCNC1=C2C(N(C(C2=CC=C1)=O)C1C(NC(CC1)=O)=O)=O